4-((2-aminoethyl)amino)-2-methoxy-3-nitrobenzoic acid methyl ester hydrochloride Cl.COC(C1=C(C(=C(C=C1)NCCN)[N+](=O)[O-])OC)=O